(S)-2-amino-3-(4-((2-amino-7-(2-chloro-4-fluorobenzyl)-7H-pyrrolo[2,3-d]pyrimidin-4-yl)oxy)phenyl)propanoic acid hydrochloride Cl.N[C@H](C(=O)O)CC1=CC=C(C=C1)OC=1C2=C(N=C(N1)N)N(C=C2)CC2=C(C=C(C=C2)F)Cl